C(CCCCCC)C1=CC=C(C=C1)O 4-heptylphenol